5-(methylsulfonyl)isothiazole-4-carboxylic acid methyl ester COC(=O)C=1C=NSC1S(=O)(=O)C